allyl 1-oxa-5-azaspiro[2.4]heptane-5-carboxylate O1CC12CN(CC2)C(=O)OCC=C